3-(2-(4-(bis(4-(tert-butyl) phenyl) amino) phenyl) benzofuran-6-yl)-2-cyanoacrylate C(C)(C)(C)C1=CC=C(C=C1)N(C1=CC=C(C=C1)C=1OC2=C(C1)C=CC(=C2)C=C(C(=O)[O-])C#N)C2=CC=C(C=C2)C(C)(C)C